methyl 3-[2-bromo-4-(trifluoromethylsulfonyl)phenoxy]-5-fluoro-benzoate BrC1=C(OC=2C=C(C(=O)OC)C=C(C2)F)C=CC(=C1)S(=O)(=O)C(F)(F)F